CC1=CCN(O1)C1=CC=C(C=C1)C(F)(F)F 5-methyl-N-[4-(trifluoromethyl)phenyl]-isoxazole